fluoroketene FC=C=O